CN1CCC(CC1)NC=1N=CC=C2C1SC(=C2CC(F)(F)F)C#CC 3-(7-((1-methylpiperidin-4-yl)amino)-3-(2,2,2-trifluoroethyl)thieno[2,3-c]pyridin-2-yl)prop-2-yn